CN(C1=CC(=C(C=C1)OC)NC([C@@H](NCC)C)=O)C1=CC(OC2=CC=CC=C12)=O 4-(N-methyl-N-(3-(N-ethyl-L-alanylamino)-4-methoxyphenyl)-amino)coumarin